C(#N)[C@H](CC1=C(C=C(C=C1)OC1CCN(CC1)C)F)NC(=O)[C@@H]1[C@H]2CC[C@@H](N1)C2 (1S,2S,4R)-N-[(1S)-1-cyano-2-[2-fluoro-4-[(1-methyl-4-piperidinyl)oxy]phenyl]ethyl]-3-azabicyclo[2.2.1]heptane-2-carboxamide